4-[[(1R)-1-[3-(difluoromethyl)-2-fluoro-phenyl]ethyl]amino]-6-(4-hydroxy-1-imino-1-oxo-thian-4-yl)-8-methyl-pyrido[2,3-d]pyrimidin-7-one FC(C=1C(=C(C=CC1)[C@@H](C)NC=1C2=C(N=CN1)N(C(C(=C2)C2(CCS(CC2)(=O)=N)O)=O)C)F)F